OCCCCCCCCCCCCCCCCCCCOP(=O)(O)O 19-hydroxynonadecyldihydrogenphosphate